1-[(2,4-difluorophenyl)methyl]-1-(piperidin-4-yl)-3-[(quinoxalin-6-yl)methyl]urea FC1=C(C=CC(=C1)F)CN(C(=O)NCC=1C=C2N=CC=NC2=CC1)C1CCNCC1